NC1=NC(=C(C(=N1)NC(CCO)CCC)CC1=C(C=C(CN(CC(=O)O)CC)C=C1)OC)C 2-((4-((2-amino-4-(1-hydroxyhexan-3-ylamino)-6-methylpyrimidin-5-yl)methyl)-3-methoxybenzyl)(ethyl)amino)acetic acid